N1(C(CCC1)=O)CC(=O)[O-] pyrrolidone-acetate